diphenyl(2-(4,4,5,5-tetramethyl-1,3,2-dioxaborolan-2-yl)-1-(4-(trifluoromethoxy)phenyl)allyl)phosphine oxide C1(=CC=CC=C1)P(C(C(=C)B1OC(C(O1)(C)C)(C)C)C1=CC=C(C=C1)OC(F)(F)F)(C1=CC=CC=C1)=O